N[C@@H]1CN(CC[C@H]1O)C(=O)C1=CC2=C(N(C(=N2)C2=CC=3C(=NC=CC3)N2CC2CC2)C)C=C1 |r| trans-rac-(3R,4R)-3-amino-1-{2-[1-(cyclopropylmethyl)-1H-pyrrolo[2,3-b]pyridin-2-yl]-1-methyl-1H-1,3-benzodiazole-5-carbonyl}piperidin-4-ol